C(#N)C=1C=CC=C2NC[C@@H](NC12)[C@@H](C1=CC=CC=C1)NC[C@H](C)C=1C(=CC(=C(C1)CC(=O)O)F)F |o1:21| 2-(5-((R or S)-1-(((R)-((R)-8-cyano-1,2,3,4-tetrahydroquinoxalin-2-yl)(phenyl)methyl)amino)propan-2-yl)-2,4-difluorophenyl)acetic acid